10H,10'H-dispiro[acridine-9,10'-indeno[2,1-b]fluorene-12',9''-acridine] C1=CC=CC=2NC3=CC=CC=C3C3(C12)C1=CC=CC=C1C=1C3=CC=3C2(C4=CC=CC=C4C3C1)C1=CC=CC=C1NC=1C=CC=CC12